6-(4-(difluoromethoxy)-2-fluorophenyl)-5-(1-(pyridin-4-yl)ethoxy)isoindolin-1-one FC(OC1=CC(=C(C=C1)C1=C(C=C2CNC(C2=C1)=O)OC(C)C1=CC=NC=C1)F)F